FCCN1[C@@H](CC1)COC=1C(=CC(=NC1)C)C1=CC=2N(C=C1)N=C(C2)NC(=O)C2CC2 N-[5-[5-[[(2S)-1-(2-fluoroethyl)azetidin-2-yl]methoxy]-2-methyl-4-pyridyl]pyrazolo[1,5-a]pyridin-2-yl]cyclopropanecarboxamide